OC1=C(C=C(C2=CC=CC=C12)C=O)OC 4-Hydroxy-3-methoxy-1-naphthaldehyde